2-(3-(butyramido(5-chloro-8-hydroxyquinolin-7-yl)methyl)phenoxy)acetic acid C(CCC)(=O)NC(C=1C=C(OCC(=O)O)C=CC1)C1=CC(=C2C=CC=NC2=C1O)Cl